N-((4-methyl-1H-imidazol-2-yl)methyl)-2-(4-(8,9,10,11-tetrahydro-3H-pyrazolo[4,3-a]phenanthridin-7-yl)phenyl)acetamide CC=1N=C(NC1)CNC(CC1=CC=C(C=C1)C1=NC2=CC=C3C(=C2C=2CCCCC12)C=NN3)=O